(R)-4-(7-acetyl-4-amino-2-(4-(2-fluoroacryloylamino)-2-methylphenyl)pyrazolo[1,5-a]pyrazin-3-yl)-2-methoxy-N-((1-methylpyrrolidin-2-yl)methyl)benzamide C(C)(=O)C1=CN=C(C=2N1N=C(C2C2=CC(=C(C(=O)NC[C@@H]1N(CCC1)C)C=C2)OC)C2=C(C=C(C=C2)NC(C(=C)F)=O)C)N